COC([C@@H](N)C(C)(C)C)=O |r| DL-t-leucine methyl ester